sodium 2,2'-([1,1'-biphenyl]-4,4'-diylbis(ethene-2,1-diyl))dibenzenesulfonate C1(=CC=C(C=C1)C=CC1=C(C=CC=C1)S(=O)(=O)[O-])C1=CC=C(C=C1)C=CC1=C(C=CC=C1)S(=O)(=O)[O-].[Na+].[Na+]